1-Methyl-2-butylpyrrolium fluorid [F-].C[NH+]1C(=CC=C1)CCCC